(R)-6-fluoro-1-(3-methoxycyclobutyl)-4-oxo-7-(2-((pyridin-2-yloxy)methyl)pyrrolidin-1-yl)-1,4-dihydro-quinoline-3-carboxylic acid FC=1C=C2C(C(=CN(C2=CC1N1[C@H](CCC1)COC1=NC=CC=C1)C1CC(C1)OC)C(=O)O)=O